Sulfur ammonium salt hydrochloride Cl.[NH4+].[S+2]